2-((1-t-butylcyclopentyl)oxycarbonyl)ethyltrimethoxysilane C(C)(C)(C)C1(CCCC1)OC(=O)CC[Si](OC)(OC)OC